C(C1=CC=CC=C1)C1N(CCC(C1)CCOC([2H])([2H])C1CCN(CC1)C(=O)OC(C)(C)C)C(=O)O.C[C@](N)(CC1=CC=CC=C1)C(=O)O c-alpha-methyl-phenylalanine benzyl-4-(2-((1-(tert-butoxycarbonyl)piperidin-4-yl)methoxy-d2)ethyl)piperidine-1-carboxylate